2-amino-N-{(1S,2S)-2-[(4-bromophenyl)methoxy]cyclopentyl}-4-methoxypyridine-3-carboxamide NC1=NC=CC(=C1C(=O)N[C@@H]1[C@H](CCC1)OCC1=CC=C(C=C1)Br)OC